O(C1=CC=CC=C1)NN(CC1=CC=CC=C1)CC1=CC=CC=C1 2-phenoxyl-dibenzylhydrazine